(5S)-1'-(7-pyrazolo[1,5-a]pyridin-3-ylpyrazolo[1,5-a]pyrazin-4-yl)spiro[5,7-dihydrocyclopenta[b]pyridine-6,4'-piperidine]-5-amine hydrochloride Cl.N1=CC(=C2N1C=CC=C2)C2=CN=C(C=1N2N=CC1)N1CCC2(CC1)[C@@H](C=1C(=NC=CC1)C2)N